N-(6-(4,4-difluoropiperidin-1-yl)-5-fluoropyridin-2-yl)-4-(ethylsulfanyl)-5-methyl-2-(6-azaspiro[2.5]oct-6-yl)benzamide FC1(CCN(CC1)C1=C(C=CC(=N1)NC(C1=C(C=C(C(=C1)C)SCC)N1CCC2(CC2)CC1)=O)F)F